NCC=1C=C(C=CC1)C=1C=CC2=C(C(=C(O2)C)COC2=C(C=CC(=C2)OC)CC(=O)OCC)C1 ethyl 2-(2-((5-(3-(aminomethyl)phenyl)-2-methylbenzofuran-3-yl)methoxy)-4-methoxyphenyl)acetate